BrC=1C(=C(C=CC1)CN(CCNC(OC(C)(C)C)=O)CC)F tert-butyl N-[2-[(3-bromo-2-fluoro-phenyl)methyl-ethyl-amino]ethyl]carbamate